C1=CC=CC=2C3=CC=CC=C3C(C12)COC(=O)N([C@H](C(=O)O)CC1CCC1)C (S)-2-((((9H-fluoren-9-yl)methoxy)carbonyl)(methyl)amino)-3-cyclobutylpropanoic acid